(S)-3-iodo-7-((3-methylpiperidin-1-yl)methyl)-1H-pyrrolo[3,2-b]pyridine-5-carboxylic acid methyl ester COC(=O)C1=CC(=C2C(=N1)C(=CN2)I)CN2C[C@H](CCC2)C